C(CCCCC)(=O)O hexaanoic acid